COC1=C(CC2=C(C=CC=C2)S(=O)(=O)N)C=CC(=C1)OC (2,4-Dimethoxybenzyl)benzenesulfonamide